4,4'-bis[2-trifluoromethyl-4-(9-carbazolyl)styryl]biphenyl FC(C1=C(C=CC2=CC=C(C=C2)C2=CC=C(C=C2)C=CC2=C(C=C(C=C2)N2C3=CC=CC=C3C=3C=CC=CC23)C(F)(F)F)C=CC(=C1)N1C2=CC=CC=C2C=2C=CC=CC12)(F)F